O=C1N(C2=CC(=CC=C2C(=N1)NCCS(=O)(=O)N)C(F)(F)F)C1=C(C=CC=C1)C 2-((2-Oxo-1-(o-tolyl)-7-(trifluoromethyl)-1,2-dihydroquinazolin-4-yl)amino)ethane-1-sulfonamide